8-(1,3-dimethyl-1H-indazol-5-yl)-2,7-dimethyl-N-(thiophen-2-ylmethyl)pyrazolo[1,5-a][1,3,5]triazin-4-amine CN1N=C(C2=CC(=CC=C12)C=1C(=NN2C1N=C(N=C2NCC=2SC=CC2)C)C)C